tert-butyl 4-aminopiperidine-1-carboxylate hydrochloride Cl.NC1CCN(CC1)C(=O)OC(C)(C)C